CN(C)\C=C(/C(=O)OCC)\C(CC(C)OC1OCCCC1)=O ethyl (2Z)-2-(dimethylaminomethylene)-3-oxo-5-tetrahydropyran-2-yloxy-hexanoate